dioleyl-(trimethylphosphine) methylphosphonate iodide [I-].CP([O-])([O-])=O.C(CCCCCCC\C=C/CCCCCCCC)C(P(C)C)CCCCCCCC\C=C/CCCCCCCC